2-(methylamino)-N-(1-methyl-2-oxo-4-pyridyl)acetamide hydrochloride salt Cl.CNCC(=O)NC1=CC(N(C=C1)C)=O